N,N-diallyl-hexanamide C(C=C)N(C(CCCCC)=O)CC=C